ClC1=CC(=C2C=NN(C(C2=C1)=O)CC1=CC=C(C=C1)OC)C(C)OCCCC(=O)O 4-(1-(7-chloro-2-(4-methoxybenzyl)-1-oxo-1,2-dihydro-phthalazin-5-yl)ethoxy)butyric acid